3-(5-fluoro-2-methylbenzyl)-5-methoxy-2-methyl-aniline FC=1C=CC(=C(CC=2C(=C(N)C=C(C2)OC)C)C1)C